C[C@@]1(NCCC1)CO [(2S)-2-methyl-2-pyrrolidinyl]methanol